BrC=1C=C2C(=C3C(=NC2=CC1)CCCCC3)Cl 2-bromo-11-chloro-7,8,9,10-tetrahydro-6H-cyclohepta[b]quinoline